N1(CCCC1)CC=1C=C(C(=O)O)C=CC1 3-(pyrrolidin-1-ylmethyl)benzoic acid